tert-butyl (3-hydroxy-7-oxocyclohepta-1,3,5-trien-1-yl) carbonate C(OC(C)(C)C)(OC1=CC(=CC=CC1=O)O)=O